C(C)(=O)C1=C(C2=C(N=C(N=C2)Cl)N(C1=O)C1CCCC1)C 6-acetyl-2-chloro-8-cyclopentyl-5-methylpyrido[2,3-d]pyrimidin-7(8H)-one